trans-indenocarbazole C1=C2C=C3C(=CC=C4C=5C=CC=CC5N=C34)C2=CC=C1